(S)-3-Fluoro-9-(2-methoxypyridin-4-yl)-2-((R)-3-Methyl-morpholin-4-yl)-8-trifluoromethyl-6,7,8,9-tetrahydro-pyrimido[1,2-a]-pyrimidin-4-one FC1=C(N=C2N(C1=O)CC[C@H](N2C2=CC(=NC=C2)OC)C(F)(F)F)N2[C@@H](COCC2)C